C1=CC=CC=2NC(CC3=C(C21)C=CC=C3)=O 5,7-dihydro-6H-dibenzo[b,d]azepin-6-one